N-(4-((2-(1,1-difluoroethyl)-6-methylpyrimidin-4-yl)amino)-5-(3,3-difluoropropoxy)pyridin-2-yl)acetamide FC(C)(F)C1=NC(=CC(=N1)NC1=CC(=NC=C1OCCC(F)F)NC(C)=O)C